OC(CN(CC(C)O)CC(C)O)C tris[(2-hydroxy)-1-propyl]amine